(S)-N-((S)-1-cyano-2-((S)-2-oxopiperidin-3-yl)ethyl)-3-((S)-2-(4,4-difluorocyclohexyl)-2-(2,2,2-trifluoroacetamido)acetyl)-6,6-dimethyl-3-azabicyclo[3.1.0]hexane-2-carboxamide C(#N)[C@H](C[C@H]1C(NCCC1)=O)NC(=O)C1[C@@H]2C(C2CN1C([C@@H](NC(C(F)(F)F)=O)C1CCC(CC1)(F)F)=O)(C)C